di-methyl butyl phosphate P(=O)(OC)(OC)OCCCC